tert-butyl 6-[(2,7-dimethyl-1-oxo-isoindolin-4-yl)methylene]-2-azaspiro[3.3]heptane-2-carboxylate CN1C(C2=C(C=CC(=C2C1)C=C1CC2(CN(C2)C(=O)OC(C)(C)C)C1)C)=O